N-(5-(6-(3-methoxy-4-(4-methylpiperazine-1-carbonyl)phenyl)pyrazin-2-yl)thiophen-3-yl)pentanamide COC=1C=C(C=CC1C(=O)N1CCN(CC1)C)C1=CN=CC(=N1)C1=CC(=CS1)NC(CCCC)=O